FC1=C(C(=CC(=C1)OC)F)C1=C(C(N(N1C)C1=NC(=CC=C1)N1CCCCC1)=O)NC(C1=CC=C(C=C1)OC(F)F)=O N-[5-(2,6-difluoro-4-methoxyphenyl)-1-methyl-3-oxo-2-[6-(piperidin-1-yl)pyridin-2-yl]-2,3-dihydro-1H-pyrazol-4-yl]-4-(difluoromethoxy)benzamide